C(C)(=O)N1CCC(CC1)OC1=CC=CN=N1 6-((1-Acetylpiperidin-4-yl)oxy)pyridazin